4-chloro-1-(4-chloro-3-fluoro-2-iodophenyl)-1H-1,2,3-triazole ClC=1N=NN(C1)C1=C(C(=C(C=C1)Cl)F)I